10-chloro-4,6,8-trimethylundecyl nonyloxymethyl ether C(CCCCCCCC)OCOCCCC(CC(CC(CC(C)Cl)C)C)C